CCCCC(=O)NN gamma-methyl-butyryl-hydrazine